C1=CC=CC=2C=3C=CC=C4C=C5C(=C(C12)C43)C=CC=C5 Benzo[a]fluoranthen